1-methyl-4-(pentyloxymethyl)benzene CC1=CC=C(C=C1)COCCCCC